CC(C)(C)[S@@](=O)/N=C/C1=CN=CS1 (R)-2-methyl-N-[(E)-1,3-thiazol-5-ylmethylene]-2-propanesulfinamide